3-methyl-1-[4-(2-oxo-6-{4-[4-(propan-2-yl)piperazin-1-yl]phenyl}-1,2-dihydroquinolin-3-yl)phenyl]urea CNC(NC1=CC=C(C=C1)C=1C(NC2=CC=C(C=C2C1)C1=CC=C(C=C1)N1CCN(CC1)C(C)C)=O)=O